6-(difluoromethyl)indolizine-2-carboxylic acid FC(C1=CN2C=C(C=C2C=C1)C(=O)O)F